(R)-4-((2-chloro-5-iodopyridin-4-yl)amino)butan-2-ol ClC1=NC=C(C(=C1)NCC[C@@H](C)O)I